CC(CC(C)O)O pentane-2,4-diol